copper-molybdenum-lead sulphide [Pb]=S.[Mo].[Cu]